ClC1=C(C=CC=C1)C=1C(=CN(C(C1)=O)C)S(=O)(=O)N1CCC(CC1)(C(=O)O)F 1-((4-(2-chlorophenyl)-1-methyl-6-oxo-1,6-dihydropyridin-3-yl)sulfonyl)-4-fluoropiperidine-4-carboxylic acid